N1=CC(=CC=C1)C=1C=CC=C2C(=CNC12)C=O 7-(PYRIDIN-3-YL)-1H-INDOLE-3-CARBALDEHYDE